5-chloro-N-(1,1-dimethylsilacyclohex-4-yl)-4-fluoro-7-methyl-1H-pyrrolo[2,3-c]pyridine-2-carboxamide ClC=1C(=C2C(=C(N1)C)NC(=C2)C(=O)NC2CC[Si](CC2)(C)C)F